C(C)(C)(C)OC(N[C@@H]1C(NC2=C(OC1)C=CC=N2)=O)=O N-((3S)-4-oxo-2H,3H,4H,5H-pyrido[3,2-b][1,4]oxazepin-3-yl)carbamic acid tert-butyl ester